manganese (linoleate) C(CCCCCCC\C=C/C\C=C/CCCCC)(=O)[O-].[Mn+2].C(CCCCCCC\C=C/C\C=C/CCCCC)(=O)[O-]